CC1CCC(CC1)C(C)(C)OC(=O)C Dihydroterpinyl acetate